C12(CC3CC(CC(C1)C3)C2)CC(=O)N2CCC(CC2)CN2CCC(CC2)NC(=O)C2=NC=C(C=C2)N2CCN(CC2)CC=2C=NC=3C=C(C(NC3C2)=O)CC N-(1-((1-(2-((3R,5R)-adamantane-1-yl)acetyl)piperidin-4-yl)methyl)piperidin-4-yl)-5-(4-((7-Ethyl-6-oxo-5,6-dihydro-1,5-naphthyridin-3-yl)methyl)piperazin-1-yl)pyridine-2-carboxamide